C(C)N(C1=CC=C(\C=C\2/OC3=C(C2=O)C=CC(=C3)OCCCCCCCC)C=C1)CC (Z)-2-(4-(diethylamino)benzylidene)-6-(octyloxy)benzofuran-3(2H)-one